BrC1=C(C=C2C=NN(C2=C1)C)[N+](=O)[O-] 6-bromo-1-methyl-5-nitro-1H-indazole